FC1=CC=C(C(=O)NC2=CC=C3C(=N2)C(=CO3)C3CCN(CC3)C)C=C1 4-fluoro-N-[3-(1-methylpiperidin-4-yl)furo[3,2-b]pyridin-5-yl]benzamide